CC=1C=CC=C2C=CC(=NC12)N1CC(C1)C(=O)OC Methyl 1-(8-methylquinolin-2-yl)azetidine-3-carboxylate